((5R,9S)-3-(3,4-Difluoro-5-methoxyphenyl)-2-methyl-4,5,6,7,8,9-hexahydro-2H-5,9-epiminocycloocta[c]pyrazol-10-yl)(1-methyl-1H-pyrazolo[3,4-b]pyridin-3-yl)methanone FC=1C=C(C=C(C1F)OC)C1=C2C(=NN1C)[C@@H]1CCC[C@H](C2)N1C(=O)C1=NN(C2=NC=CC=C21)C